methyl 5-cyano-4-(3,6-difluoro-2-methylphenyl)-1-((2-(trimethylsilyl)ethoxy)methyl)-1H-pyrrole-3-carboxylate C(#N)C1=C(C(=CN1COCC[Si](C)(C)C)C(=O)OC)C1=C(C(=CC=C1F)F)C